N[C@H]1CN(C[C@@H](C1)F)C(=O)C=1C=C(C=2N(C1)N=C(C2C)C=2N(C1=CC(=CC=C1C2)C2=C(C=CC=C2)CO)CC2CC2)OC [2-(2-{6-[(3r,5r)-3-amino-5-fluoropiperidine-1-carbonyl]-4-methoxy-3-methylpyrazolo[1,5-a]pyridin-2-yl}-1-(cyclopropylmethyl)-1H-indol-6-yl)phenyl]methanol